N[C@H]1[C@H]2CC[C@@H](C1)N2C=2N(C(C1=C(N2)NC=C1C1=C(C2=C(N(N=C2C=C1)C)Cl)F)=O)C 2-((1R,2R,4S)-2-amino-7-azabicyclo[2.2.1]heptan-7-yl)-5-(3-chloro-4-fluoro-2-methyl-2H-indazol-5-yl)-3-methyl-3,7-dihydro-4H-pyrrolo[2,3-d]pyrimidin-4-one